ClC=1C(NN=CC1N1CC2=C(CC1)N(N=N2)[C@H](C)C=2C(=NC=CC2)CC)=O 4-chloro-5-[1-[(1R)-1-(2-ethylpyridin-3-yl)ethyl]-1H,4H,5H,6H,7H-[1,2,3]triazolo[4,5-c]pyridin-5-yl]-2,3-dihydropyridazin-3-one